tert-butyl N-[2-[[4-[3-cyano-5-(4-pyridyl)phenyl]thiazol-2-yl]amino]-2-oxo-ethyl]carbamate C(#N)C=1C=C(C=C(C1)C1=CC=NC=C1)C=1N=C(SC1)NC(CNC(OC(C)(C)C)=O)=O